1,2-dipropionyl-sn-glycero-3-phosphocholine C(CC)(=O)OC[C@@H](OC(CC)=O)COP(=O)([O-])OCC[N+](C)(C)C